C(#N)C1=CN(C=2C1=NC(=CC2)CC#CC(=O)NC2=C(C=C(C(=C2)C)I)C2CC2)C 3-cyano-1-methylpyrrolo[3,2-b]pyridin-5-yl-N-(2-cyclopropyl-4-iodo-5-methylphenyl)but-2-ynamide